FC(C(=O)N1CCC2=C(C(C1)=C)C=CC=C2)(F)F 2,2,2-trifluoro-1-(1-methylene-2,3,4,5-tetrahydro-1H-3-benzazepin-3-yl)ethan-1-one